C(C1=CC=CC=C1)N1C(=NC(=C1)C1=C(C=CC(=C1)F)F)[C@@H](C(C)(C)C)N(CCCNC(OC(C)(C)C)=O)C(CSCCCCCC(=O)O)=O 9-{(1R)-1-[1-benzyl-4-(2,5-difluorophenyl)-1H-imidazol-2-yl]-2,2-dimethylpropyl}-2,2-dimethyl-4,10-dioxo-3-oxa-12-thia-5,9-diazaoctadecane-18-oic acid